N1=C(N=C2N=CNC2=C1)C(O)=S.N1(CCC1)C1=NC=C(C(=O)NC2=C(C=CC(=C2)C(=O)N2CCC(CC2)(F)C2=CC=C(C=C2)C#N)C(F)(F)F)C=C1 6-(azetidin-1-yl)-N-(5-(4-(4-cyanophenyl)-4-fluoropiperidine-1-carbonyl)-2-(trifluoromethyl)phenyl)nicotinamide purinethioate